C(C)OC(CN1CCN(CCC1)CC1CCN(CC1)C1=NC=C(C=C1)[N+](=O)[O-])=O 2-(4-((1-(5-Nitropyridin-2-yl)piperidin-4-yl)methyl)-1,4-diazepan-1-yl)acetic acid ethyl ester